n-hexanen 2-(methylamino)benzoate CNC1=C(C(=O)O)C=CC=C1.C=CCCCC